N-methylmorpholin-2,6-dione CN1CC(OC(C1)=O)=O